1-Octyl-3-methylimidazolium bis(trifluoromethylsulfonyl)imid [N-](S(=O)(=O)C(F)(F)F)S(=O)(=O)C(F)(F)F.C(CCCCCCC)N1C=[N+](C=C1)C